N-(2-Chloro-5-fluoro-4-(4-methylpiperazin-1-yl)phenyl)-7-((tetrahydrofuran-2-yl)methyl)-7H-pyrrolo[2,3-d]pyrimidin-2-amine ClC1=C(C=C(C(=C1)N1CCN(CC1)C)F)NC=1N=CC2=C(N1)N(C=C2)CC2OCCC2